C1(CCC1)N1C(=NC2=C1C=CC=C2)C2=CC(=C(C(=C2)O)O)OC(F)F 5-(1-cyclobutyl-1H-benzo[d]imidazol-2-yl)-3-(difluoromethoxy)benzene-1,2-diol